NC1=NC=2C=C(C(=CC2C2=C1C=NN2C)C(=O)N(CC2=NC=C(C=C2F)C(F)(F)F)C2CC2)F 4-amino-N-cyclopropyl-7-fluoro-N-((3-fluoro-5-(trifluoromethyl)-2-pyridinyl)methyl)-1-methyl-1H-pyrazolo[4,3-c]quinoline-8-carboxamide